BrC1=NN(C(=C1C(=O)O)C(F)F)[C@@H]1COCC1 3-bromo-5-(difluoromethyl)-1-[(3S)-tetrahydrofuran-3-yl]pyrazole-4-carboxylic acid